3-bromo-N-(2,3-dichloro-6-iodo-phenyl)propanamide BrCCC(=O)NC1=C(C(=CC=C1I)Cl)Cl